C1(=CC=CC=C1)P(C1=CC=CC=C1)[C-]1C=CC=C1.[C-]1(C=CC=C1)P(C1=CC=CC=C1)C1=CC=CC=C1.[Fe+2] E-bis(diphenylphosphino)ferrocene